1-((1-methyl-1H-benzo[d]imidazol-2-yl)methyl)piperidin CN1C(=NC2=C1C=CC=C2)CN2CCCCC2